2-chloro-4-(2,4-difluorophenyl)-6,7-dimethyl-pyrido[2,3-d]pyrimidine ClC=1N=C(C2=C(N1)N=C(C(=C2)C)C)C2=C(C=C(C=C2)F)F